C12(C=CC(CC1)C2)N=[N+]=[N-] norbornenyl azide